ClC=1C(=CC2=C(N=C(N=C2N[C@H](C)C2=C(C(=CC=C2)C(F)F)F)C)N1)C(=O)OCC ethyl (R)-7-chloro-4-((1-(3-(difluoromethyl)-2-fluorophenyl)ethyl)amino)-2-methylpyrido[2,3-d]pyrimidine-6-carboxylate